C(#N)C1=CC=2C3=C(C=NC2C=C1)N=C(N3[C@H]3C[C@H](OCC3)C)CC(=O)NN 2-(8-cyano-1-((2R,4R)-2-methyltetrahydro-2H-pyran-4-yl)-1H-imidazo[4,5-C]quinolin-2-yl)acethydrazide